ethyl 3-((2-((S)-cycloheptyl(1-ethyl-1H-pyrazole-5-carboxamido)methyl)imidazo[1,2-b]pyridazin-6-yl)methyl)-2-oxopyrrolidine-3-carboxylate C1(CCCCCC1)[C@@H](C=1N=C2N(N=C(C=C2)CC2(C(NCC2)=O)C(=O)OCC)C1)NC(=O)C1=CC=NN1CC